CC=1C=CC2=C(NC(OC2=O)=O)C1 7-methyl-1H-benzo[d][1,3]oxazine-2,4-dione